FC(N1N=C(C=C1)CN1C(=NC2=NC=C(C=C21)C=2C=CN1N=CN=C(C12)OC)C)F 1-((1-(difluoromethyl)-1H-pyrazol-3-yl)methyl)-6-(4-methoxypyrrolo[2,1-f][1,2,4]triazin-5-yl)-2-methyl-1H-imidazo[4,5-b]pyridine